FC1=C(C=CC=C1C[C@@H]1C=2C(N(C=NC2CC[C@@H]1NC(OC(C)(C)C)=O)C(C)C)=O)C1=CC(=CC=C1)F tert-butyl [(5R,6S)-5-{[2,3'-difluoro-(1,1'-biphenyl)-3-yl]methyl}-4-oxo-3-(propan-2-yl)-3,4,5,6,7,8-hexahydroquinazolin-6-yl]carbamate